2-Amino-5-fluoro-4-iodobenzaldehyde NC1=C(C=O)C=C(C(=C1)I)F